2-chloro-[1,2,4]triazolo[4,3-c]pyrimidin-5-amine ClN1N=C2N(C(=NC=C2)N)C1